4-(trifluoromethyl)pyrimidine-2-carboxamide FC(C1=NC(=NC=C1)C(=O)N)(F)F